FC(OC1=NC=CC(=N1)CNC(=O)NC1CC(C1)C(F)(F)F)F 1-[[2-(difluoro-methoxy)pyrimidin-4-yl]methyl]-3-[(1r,3r)-3-(trifluoromethyl)cyclobutyl]urea